Cl.NCCCCCC(=O)N1CCC(CC1)NC1=C2N=CN(C2=NC=N1)C1CC(C1)NC(C1=NC(=CC=C1)C)=O N-((1s,3s)-3-(6-((1-(6-aminohexanoyl)piperidin-4-yl)amino)-9H-purin-9-yl)cyclobutyl)-6-methylpicolinamide hydrochloride